CNC(=O)C=1C(=CC=CC1)C1=CC=C(C=C1)C=C N-methyl-4'-vinyl-[1,1'-biphenyl]-2-formamide